FC1=CC=C(CN2NC(=CN(C2)CC2=CC=C(C=C2)F)C2OCCC2)C=C1 2,N4-bis(4-fluorobenzyl)-6-(2-tetrahydrofuranyl)-1,2,4-triazine